COC1=CC=C(C=C1)C1=NOC(=N1)N1CCC(CC1)C(=O)NCCC1=NC(=CC=C1)C(F)(F)F 1-(3-(4-Methoxyphenyl)-1,2,4-oxadiazol-5-yl)-N-(2-(6-(trifluoromethyl)pyridin-2-yl)ethyl)piperidine-4-carboxamide